endo-bicyclo[2.2.1]hept-5-ene-2,3-dicarboxylic acid C1[C@@H]2C=C[C@H]1[C@H]([C@@H]2C(=O)O)C(=O)O